CN1C=CC2=C(C=CC=C12)NC1=NN2C(=NC=CC2=N1)C1=CC(=C(C(=C1)OC)OC)OC N-(1-methyl-1H-indol-4-yl)-5-(3,4,5-trimethoxyphenyl)-[1,2,4]triazolo[1,5-c]pyrimidin-2-amine